(R)-2-((3-(octan-2-yl)-1,2,4-oxadiazol-5-yl)methyl)acrylic acid C[C@H](CCCCCC)C1=NOC(=N1)CC(C(=O)O)=C